CC1=NC=C(C=N1)NC(=O)C1=NC=NC(=C1)C1=CC(=C(C=C1)Cl)Cl 6-(3,4-Dichloro-phenyl)-pyrimidine-4-carboxylic acid (2-methyl-pyrimidin-5-yl)-amide